C(C)(C)(C)OC(N(C)CC1COCC2=C(C=CC=C12)C1=CC=C(C=C1)F)=O.C[SiH](OCC1=C(C(=CC=C1)C(C)C)OC)C dimethyl-(3-isopropyl-2-methoxyphenyl)methoxysilane tert-butyl((8-(4-fluorophenyl)isochroman-4-yl)methyl)(methyl)carbamate